N(N)C1=NC=NC2=CC=CC=C12 4-hydrazineylquinazoline